8-(4-amino-2,5-difluoro-phenoxy)-4H-pyrido[2,3-b]pyrazin-3-one hydrochloride Cl.NC1=CC(=C(OC2=CC=NC=3NC(C=NC32)=O)C=C1F)F